S(=O)(=O)=O sulfonyl-oxygen